8-methyl-N-(1,3-oxazol-2-ylmethyl)-2-(pyridin-2-ylmethyl)-4,5-dihydro-2H-furo[2,3-g]indazole-7-carboxamide CC1=C(OC=2CCC3=CN(N=C3C21)CC2=NC=CC=C2)C(=O)NCC=2OC=CN2